(3-(3,5-dichlorophenyl)-4,4,4-trifluoro-3-hydroxybutyryl)-2-methylbenzoic acid ClC=1C=C(C=C(C1)Cl)C(CC(=O)C=1C(=C(C(=O)O)C=CC1)C)(C(F)(F)F)O